FC1=C2[C@H](CCOC2=CC(=C1)F)O (S)-5,7-difluoro-3,4-dihydro-2H-chromene-4-ol